1-methyl-1,8-naphthyridin-2(1H)-one CN1C(C=CC2=CC=CN=C12)=O